methyl (2-((5-nitrothiazol-2-yl) carbamoyl) phenyl) carbonate C(OC)(OC1=C(C=CC=C1)C(NC=1SC(=CN1)[N+](=O)[O-])=O)=O